CN1C=C(C=2C1=CN=C(C2)NC(C)=O)B2OC(C(O2)(C)C)(C)C N-[1-methyl-3-(4,4,5,5-tetramethyl-1,3,2-dioxaborolane-2-yl)-1H-pyrrolo[2,3-c]pyridin-5-yl]acetamide